FC1=C(CC2=C(NCCN3CCOCC3)C(=CC(=C2)C)C)C(=CC=C1)F 2-(2,6-difluorobenzyl)-4,6-dimethyl-N-(2-morpholinoethyl)aniline